5-iodo-1H-pyrrolo[2,3-f]quinoline-2,3-dione IC=1C=C2C(=C3C=CC=NC13)NC(C2=O)=O